N-Butylmaleimide C(CCC)N1C(C=CC1=O)=O